(+)-1,2-bis(tert-butylmethylphosphino)benzene C(C)(C)(C)P(C1=C(C=CC=C1)P(C)C(C)(C)C)C